4-((3-(5-fluoropyrimidin-2-yl)-2-methoxyphenyl)amino)-N-methylpyrimidine FC=1C=NC(=NC1)C=1C(=C(C=CC1)NC1=NCN(C=C1)C)OC